(4-(1-(cyclopropylmethyl)-1H-benzo[d]imidazol-2-yl)piperidin-1-yl)(1-(3-fluorophenyl)-3-methyl-1H-indazol-5-yl)methanone C1(CC1)CN1C(=NC2=C1C=CC=C2)C2CCN(CC2)C(=O)C=2C=C1C(=NN(C1=CC2)C2=CC(=CC=C2)F)C